5-(difluoromethyl)-4-(((3R,5R)-5-methylpyrrolidin-3-yl)oxy)-N-(quinoxalin-6-ylmethyl)pyridin-3-amine FC(C=1C(=C(C=NC1)NCC=1C=C2N=CC=NC2=CC1)O[C@H]1CN[C@@H](C1)C)F